Methyl 3-(2-chloro-6-fluorophenyl)-2-methylpyrazolo[1,5-a]pyridine-6-carboxylate ClC1=C(C(=CC=C1)F)C=1C(=NN2C1C=CC(=C2)C(=O)OC)C